(R)-2-benzenesulfonyl-1-(3-nitrophenyl)ethanol C1(=CC=CC=C1)S(=O)(=O)C[C@H](O)C1=CC(=CC=C1)[N+](=O)[O-]